FC1=CC=C(C(=C1[C@H]([C@@H](C=1OC(NN1)=O)NS(=O)(=O)N1CC2C(C2C1)(C)C)C)C)C N-((1S,2R)-2-(6-fluoro-2,3-dimethylphenyl)-1-(5-oxo-4,5-dihydro-1,3,4-oxadiazol-2-yl)propyl)-6,6-dimethyl-3-azabicyclo[3.1.0]hexane-3-sulfonamide